C(C)(C)(C)OC(=O)NC=1SC=C(N1)/C(/C(=O)O)=N/OC1(CC1)C(=O)OC(C)(C)C (2Z)-{2-[(tert-butoxycarbonyl)amino]-1,3-thiazol-4-yl}({[1-(tert-butoxycarbonyl)-cyclopropyl]oxy}imino)acetic acid